decyl-methyl-(2-ethylphenyl)silane C(CCCCCCCCC)[SiH](C1=C(C=CC=C1)CC)C